COC1=CC=C(C=C1)NN1C=CC=C1 N-(4-methoxyphenyl)-1H-pyrrole-1-amine